2-(aminomethyl)-1-ethyl-3-methyl-6-(trifluoromethoxy)-1H-1,3-benzodiazole-3-ium hydrochloride iodide [I-].Cl.NCC1=[N+](C2=C(N1CC)C=C(C=C2)OC(F)(F)F)C